ClC=1C(=CC(=C(C(=O)OC(C)(C)C)C1)F)OC1=CC(=C(C=C1)Cl)C(F)(F)F tert-butyl 5-chloro-4-(4-chloro-3-(trifluoromethyl)phenoxy)-2-fluorobenzoate